C(C(CCC(=O)[O-])CC(=O)[O-])CC(=O)[O-] 1,2,3-Propantriyltriacetat